COC(=O)C1CCN(CC1)C1=NC=C(C=N1)B(O)O 2-(4-Methoxycarbonylpiperidin-1-yl)pyrimidin-5-ylboronic acid